2-amino-9-((2R,3S,4S,5R)-5-(chloromethyl)-3,4-dihydroxy-5-(hydroxymethyl)tetrahydrofuran-2-yl)-1,9-dihydro-6H-purin-6-one NC=1NC(C=2N=CN(C2N1)[C@@H]1O[C@@]([C@H]([C@@H]1O)O)(CO)CCl)=O